(S)-4-((1-(8-([1,2,4]triazolo[1,5-a]pyridin-6-yl)-4-chloro-1-oxo-2-phenyl-1,2-dihydroisoquinolin-3-yl)ethyl)amino)pyrido[2,3-d]pyrimidin-5(8H)-one N=1C=NN2C1C=CC(=C2)C=2C=CC=C1C(=C(N(C(C21)=O)C2=CC=CC=C2)[C@H](C)NC=2C1=C(N=CN2)NC=CC1=O)Cl